C(C)(=O)O[C@@H]1[C@@H]([C@H]([C@H](SC2=CC=C(C=C2)C)O[C@@H]1COC(C)=O)OC)N=[N+]=[N-] 4-methylphenyl 4,6-di-O-acetyl-3-azido-3-deoxy-2-O-methyl-1-thio-beta-D-galactopyranoside